3-chloro-2,5-bis(pyridin-4-yl)-1H-indole ClC1=C(NC2=CC=C(C=C12)C1=CC=NC=C1)C1=CC=NC=C1